N-(4-(3-chloro-4-fluorophenyl)-5-(cyclopropylmethyl)thiazol-2-yl)-5-((2-hydroxy-3-methoxybenzyl)amino)-3-methylpyridine-2-sulfonamide ClC=1C=C(C=CC1F)C=1N=C(SC1CC1CC1)NS(=O)(=O)C1=NC=C(C=C1C)NCC1=C(C(=CC=C1)OC)O